C(=CC=C)C1C(OC1CCCCC)=O 3-buta-1,3-dienyl-4-pentyloxetan-2-one